(6R)-17-amino-6-hydroxy-12-(tetrahydropyran-2-ylmethyl)-6,15-bis(trifluoromethyl)-19-oxa-3,4,12,18-tetrazatricyclo[12.3.1.12,5]nonadeca-1(18),2,4,14,16-pentaen-13-one NC1=CC(=C2C(N(CCCCC[C@@](C3=NN=C(C1=N2)O3)(C(F)(F)F)O)CC3OCCCC3)=O)C(F)(F)F